S1C(=NC2=C1C=CC=C2)COC2=CC=CC(=N2)N2CCN(CC2)CC2=NC1=C(N2C[C@H]2OCC2)C=C(C=C1)C(=O)O (S)-2-((4-(6-(benzo[d]thiazol-2-ylmethoxy)pyridin-2-yl)piperazin-1-yl)methyl)-1-(oxetan-2-ylmethyl)-1H-benzo[d]imidazole-6-carboxylic acid